(2S,4S)-1-(3-Cyano-4-isopropyl-6-methylpyridin-2-yl)-4-hydroxy-N-methyl-N-(m-tolyl)pyrrolidine-2-carboxamide C(#N)C=1C(=NC(=CC1C(C)C)C)N1[C@@H](C[C@@H](C1)O)C(=O)N(C=1C=C(C=CC1)C)C